Tert-Butyl N-(2-{[(Tert-Butoxy)Carbonyl]({2-[(4-Chloroquinolin-7-Yl)Oxy]Ethyl})Amino}Ethyl)-N-Methylcarbamate C(C)(C)(C)OC(=O)N(CCN(C(OC(C)(C)C)=O)C)CCOC1=CC=C2C(=CC=NC2=C1)Cl